C(C=C)S(=O)(=O)[O-].[Na+] sodium 2-propene-1-sulfonate